C(C=C)(=O)OCCCC/C(/C(=O)O)=C/C(=O)O acryloyloxybutyl-maleic acid